C(C1=CC=CC=C1)OC(=O)N1CCC(CC1)OCC1N(CCCC1[N+](=O)[O-])C(=O)OC(C)(C)C tert-butyl 2-[({1-[(benzyloxy)carbonyl]piperidin-4-yl}oxy)methyl]-3-nitropiperidine-1-carboxylate